C1(CCCCCCC1)OC(C)OC(=O)C1C2C3C4C=CC(C3C(C1)C2)C4 8-(1-(1-cyclooctyloxy)ethoxycarbonyl)-tetracyclo[4.4.0.12,5.17,10]-3-dodecene